1-fluoro-2,3,4-tri-O-acetyl-fucose FC(=O)[C@@H](OC(C)=O)[C@H](OC(C)=O)[C@H](OC(C)=O)[C@@H](O)C